(S)-N-(4-fluoro-3-(trifluoromethyl)phenyl)-4-(2-((1-hydroxy-2-methylbut-3-yn-2-yl)amino)-2-oxoacetyl)-1,3,5-trimethyl-1H-pyrrole-2-carboxamide FC1=C(C=C(C=C1)NC(=O)C=1N(C(=C(C1C)C(C(=O)N[C@](CO)(C#C)C)=O)C)C)C(F)(F)F